O1COC=2C1=CC=1C(=CC=NC1C2)OC=2C=CC(=NC2)NC(=O)C2=NN(C=C(C2=O)C2=CC=C(C=C2)C)C2CCOCC2 N-(5-([1,3]dioxolo[4,5-g]quinolin-8-yloxy)pyridin-2-yl)-4-oxo-1-(tetrahydro-2H-pyran-4-yl)-5-(p-tolyl)-1,4-dihydropyridazine-3-carboxamide